1-(2-chloro-8-(cyclopropylmethoxy)quinolin-5-yl)-2-(3,5-dichloropyridin-4-yl)ethan-1-one ClC1=NC2=C(C=CC(=C2C=C1)C(CC1=C(C=NC=C1Cl)Cl)=O)OCC1CC1